C(C)(C)(C)OC(=O)N[C@H](C(=O)NC1(CCCCC1)C(=O)O)CCCN1C(=NC=C1)[N+](=O)[O-] 1-[(2S)-2-{[(tert-butoxy)carbonyl]amino}-5-(2-nitro-1H-imidazol-1-yl)pentanamido]cyclohexane-1-carboxylic acid